C([C@@H](C=O)O)O L-(-)-glyceraldehyde